(S)-(1-(7-amino-2-(furan-2-yl)-[1,2,4]triazolo[1,5-a][1,3,5]triazin-5-yl)pyrrolidin-2-yl)(4-(2-ethyl-2-fluorobutyl)piperazin-1-yl)methanone NC1=NC(=NC=2N1N=C(N2)C=2OC=CC2)N2[C@@H](CCC2)C(=O)N2CCN(CC2)CC(CC)(F)CC